NCCCN(CCCN)CCCN N,N-bis(3-aminopropyl)-1,3-propanediamine